N1(N=NC2=C1C=CC=C2)OC2N(CCC2)P(N2CCCC2)N2CCCC2 (benzotriazol-1-yl)-oxy-tripyrrolidinylphosphine